methyl ((3S,8R,9S,10R,13R,14S,17R)-14-hydroxy-10,13-dimethyl-17-(2-oxo-2H-pyran-5-yl)-2,3,6,7,8,9,10,11,12,13,14,15,16,17-tetradecahydro-1H-cyclopenta[a]phenanthren-3-yl)carbamate O[C@]12[C@@H]3CCC4=C[C@H](CC[C@@]4([C@H]3CC[C@@]2([C@H](CC1)C=1C=CC(OC1)=O)C)C)NC(OC)=O